C(C=C)(=O)OC1=C(C=CC=C1)[I+]C1=CC=CC=C1 acryloyl-oxyphenylphenyliodonium